C1(CC1)C#CC1=C(C=C2C=NC(=NC2=C1)C)OCCOC 7-(cyclopropylethynyl)-6-(2-methoxyethoxy)-2-methylquinazolin